IC1=CC=2C(=NC=C(C2)C(=O)NC=2C=C(C=CC2C)NC(OC(C)(C)C)=O)N1COCC[Si](C)(C)C tert-Butyl (3-(2-iodo-1-((2-(trimethylsilyl)ethoxy)methyl)-1H-pyrrolo[2,3-b]pyridine-5-carboxamido)-4-methylphenyl)carbamate